ClC1=C(C=C2C=C(N=CC2=C1)NC(=O)[C@H]1[C@H](C1)C(F)F)C1CCN(CC1)[C@]1(COC[C@H]1O)C (1R,2S)-N-(7-chloro-6-(1-((3S,4S)-4-hydroxy-3-methyltetrahydrofuran-3-yl)piperidin-4-yl)isoquinolin-3-yl)-2-(difluoromethyl)cyclopropane-1-carboxamide